BrC=1C(=NC(=NC1Cl)Cl)NC1=CC(=CC=C1)[N+](=O)[O-] 5-bromo-2,6-dichloro-N-(3-nitrophenyl)pyrimidin-4-amine